N-(4-(ethylsulfonyl)benzyl)-2'-(4-(trifluoromethyl)phenyl)-2',3'-dihydro-1'H-spiro[cyclopropane-1,4'-isoquinoline]-7'-carboxamide C(C)S(=O)(=O)C1=CC=C(CNC(=O)C2=CC=C3C4(CN(CC3=C2)C2=CC=C(C=C2)C(F)(F)F)CC4)C=C1